C1=C(C=CC2=CC=CC=C12)CN1C=CC=2C1=CC=C1C(=NC(=NC21)N)N 7-(naphthalen-2-ylmethyl)-7H-pyrrolo[2,3-h]quinazoline-2,4-diamine